2-(2-(cyclopropanesulfonylamino)-5-methoxythiazol-4-yl)-N-(4-(6-ethoxypyrazin-2-yl)phenyl)-2-methylpropanamide C1(CC1)S(=O)(=O)NC=1SC(=C(N1)C(C(=O)NC1=CC=C(C=C1)C1=NC(=CN=C1)OCC)(C)C)OC